6-(5-((3,3-dimethyl-5-(4-methyl-1-oxo-1,3-dihydroisobenzofuran-5-yl)piperazin-1-yl)methyl)-1,3,4-oxadiazol-2-yl)-4-methyl-nicotinonitrile CC1(CN(CC(N1)C=1C(=C2COC(C2=CC1)=O)C)CC1=NN=C(O1)C1=NC=C(C#N)C(=C1)C)C